(Z)-4-oxo-3-(tributylstannyl)-2-butenoic acid ethyl ester C(C)OC(\C=C(\C=O)/[Sn](CCCC)(CCCC)CCCC)=O